CC1(OCC[C@@H](C1)C=1C=C2C=C(N(C2=CC1)[C@@]1([C@H](C1)C)C1=NOC(N1)=O)C(=O)N(C1=CC=CC=C1)C)C 5-((S)-2,2-Dimethyltetrahydro-2H-pyran-4-yl)-N-methyl-1-((1S,2S)-2-methyl-1-(5-oxo-4,5-dihydro-1,2,4-oxadiazol-3-yl)cyclopropyl)-N-phenyl-1H-indole-2-carboxamide